OC1(CC(C1)C1=CC=CC=2N(C(N(C21)C)=O)COCC[Si](C)(C)C)CN2CCN(CC2)C(=O)OC(C)(C)C tert-butyl 4-[[1-hydroxy-3-[3-methyl-2-oxo-1-(2-trimethylsilylethoxymethyl) benzimidazol-4-yl]cyclobutyl]methyl]piperazine-1-carboxylate